COC(C1=CC(=C(C=C1)CN1N=C(C=2N=C(N=C(C21)O)NC(=O)OC)F)OC)=O 4-((3-fluoro-7-hydroxy-5-((methoxycarbonyl)amino)-1H-pyrazolo[4,3-d]Pyrimidin-1-yl)methyl)-3-methoxybenzoic acid methyl ester